5-(pyridin-3-yl)-2H,4H,5H,6H-pyrrolo[3,4-c]pyrazol-4-one N1=CC(=CC=C1)N1CC2=NNC=C2C1=O